1-((3aR,4S,9bS)-4-(6-bromobenzo[d][1,3]dioxol-5-yl)-3a,4,5,9b-tetrahydro-3H-cyclopenta[c]quinolin-8-yl)ethan-1-one BrC=1C(=CC2=C(OCO2)C1)[C@H]1NC=2C=CC(=CC2[C@@H]2[C@H]1CC=C2)C(C)=O